N=1N(N=CC1)C1=C(C=C(C=N1)NC(=O)C=1C=NN(C1C(F)(F)F)C=1C=2C3=C(C(NC3=CC1)=O)C=CC2)C(F)(F)F N-(6-(2H-1,2,3-triazol-2-yl)-5-(trifluoromethyl)pyridin-3-yl)-1-(2-oxo-1,2-dihydrobenzo[cd]indol-6-yl)-5-(trifluoromethyl)-1H-pyrazole-4-carboxamide